6-methyl-2,3-pyridinedicarboxylic acid CC1=CC=C(C(=N1)C(=O)O)C(=O)O